BrC1=CC(=C(C=C1)NC1=C(C(=O)NC2CN(C2)C(=O)OC(C)(C)C)C(=CN=C1)F)Cl tert-butyl 3-(3-((4-bromo-2-chlorophenyl)amino)-5-fluoroisonicotinamido)azetidine-1-carboxylate